BrC=1C=C(C=C(C1N[C@@H](CO)C1CCC(CC1)(C)O)[N+](=O)[O-])S(=O)(=O)N (R)-3-bromo-4-((2-hydroxy-1-(4-hydroxy-4-methylcyclohexyl)ethyl)amino)-5-nitrobenzenesulfonamide